3-(((2R,5S)-5-ethoxytetrahydro-2H-pyran-2-yl)methyl)-6-fluoro-2-methyl-1H-indole C(C)O[C@H]1CC[C@@H](OC1)CC1=C(NC2=CC(=CC=C12)F)C